5-fluoro-1-(4-(piperazin-1-yl)phenyl)pyrimidine-2,4(1H,3H)-dione FC=1C(NC(N(C1)C1=CC=C(C=C1)N1CCNCC1)=O)=O